(5-((2,4-difluorophenyl)sulfonamido)-6-methoxypyridin-3-yl)boronic acid FC1=C(C=CC(=C1)F)S(=O)(=O)NC=1C=C(C=NC1OC)B(O)O